3,4-dimethoxyhydrocinnamoyl chloride COC=1C=C(CCC(=O)Cl)C=CC1OC